C1C(CC12OCCO2)N2N=CC(=C2)C2=NC1=C(C(=CC=C1N=C2)OC=2C=CC1=C(N(C(=N1)C)COCC[Si](C)(C)C)C2)Cl 2-(1-(5,8-dioxaspiro[3.4]octan-2-yl)-1H-pyrazol-4-yl)-8-chloro-7-((2-methyl-1-((2-(trimethylsilyl)ethoxy)methyl)-1H-benzo[d]imidazol-6-yl)oxy)quinoxaline